Methyl chloro-formate ClC(=O)OC